3-(trifluoromethyl)-1H-pyrrolo[2,3-b]pyridine-4,6-diamine FC(C1=CNC=2N=C(C=C(C21)N)N)(F)F